4-(6-methyl-7-(4-(piperazin-1-yl)phenyl)imidazo[1,2-b]pyridazin-3-yl)-N-(pyridin-3-yl)quinolin-7-amine CC=1C(=CC=2N(N1)C(=CN2)C2=CC=NC1=CC(=CC=C21)NC=2C=NC=CC2)C2=CC=C(C=C2)N2CCNCC2